tricyclo-[5.2.1.02,6]decan C12C3CCCC3C(CC1)C2